C(C)N(CC)C=1C(=C(C(=C(C(=O)[O-])C1)CCCCCC)C(C1=CC=CC=C1)=O)O DIETHYLAMINOHYDROXYBENZOYLHEXYLBENZOAT